(R or S)-2-chloro-N-isopropyl-N-methyl-4-(4-(1-(3,3,3-trifluoro-2-hydroxy-2-phenylpropanoyl)piperidin-4-yl)butoxy)benzamide ClC1=C(C(=O)N(C)C(C)C)C=CC(=C1)OCCCCC1CCN(CC1)C([C@@](C(F)(F)F)(C1=CC=CC=C1)O)=O |o1:26|